C(#N)C1=CC=C(C=C1)C1=NC(=C(C(=O)OC)C=C1)C methyl 6-(4-cyano-phenyl)-2-methyl-nicotinate